rac-2,6-dimethoxy-N-(5-methyl-8-(1H-pyrazol-5-yl)-4,5-dihydronaphtho[2,1-d]isoxazol-3-yl)benzenesulfonamide COC1=C(C(=CC=C1)OC)S(=O)(=O)NC1=NOC2=C1C[C@H](C1=CC=C(C=C12)C1=CC=NN1)C |r|